CC=1C=C(C=C2C=NNC12)C[C@H](C(=O)N1CCN(CC1)C1CCN(CC1)C)NC(=O)N1CCC(CC1)C1=CC2=C(NC1=O)OCCC2 (R)-N-(3-(7-methyl-1H-indazol-5-yl)-1-(4-(1-methylpiperidin-4-yl)piperazin-1-yl)-1-oxopropan-2-yl)-4-(7-oxo-3,4,7,8-tetrahydro-2H-pyrano[2,3-b]pyridin-6-yl)piperidine-1-carboxamide